2,5-dichlorop-xylene SODIUM LAURYL-GLUTAMATE C(CCCCCCCCCCC)N[C@@H](CCC(=O)[O-])C(=O)[O-].[Na+].ClC1=C(C=C(C(=C1)C)Cl)C.[Na+]